C(C)OC(/C=C/B(O)O)=O (E)-(3-ethoxy-3-oxoprop-1-en-1-yl)boronic acid